C12CN(CC(N1)C2)C=2OC1=C(N2)C=C(C=C1C=1SC=CN1)C(F)(F)F 2-(3,6-diazabicyclo[3.1.1]heptan-3-yl)-7-(thiazol-2-yl)-5-(trifluoro-methyl)benzo[d]oxazole